methyl 3-[2-(3-bromopropoxy)-4-methoxyphenyl]propanoate BrCCCOC1=C(C=CC(=C1)OC)CCC(=O)OC